ClC=1C=C(C2=C(OC(OC2C)(C2CCN(CC2)CC2COCC2)C)C1)C(=O)NCC=1C(NC(=CC1SC)C)=O 7-Chloro-2,4-dimethyl-N-((6-methyl-4-(methylsulfanyl)-2-oxo-1,2-dihydropyridin-3-yl)methyl)-2-(1-(oxolan-3-ylmethyl)piperidin-4-yl)benzo[d][1,3]dioxan-5-carboxamide